N1=CC(=CC=C1)NC(C1=CC(C(=O)NC=2C=NC=CC2)=CC=C1)=O N,N'-bis(3-pyridyl)isophthalamide